COC1=CC=C(C=N1)CN1C2CN(CC1C2)C2=CC=C(C=N2)C=2N=C(C1=C(N2)C=CO1)NC1=NNC(=C1)C (6-(6-((6-methoxypyridin-3-yl)methyl)-3,6-diazabicyclo[3.1.1]heptan-3-yl)pyridin-3-yl)-N-(5-methyl-1H-pyrazol-3-yl)furo[3,2-d]pyrimidin-4-amine